rac-(1R,2S,4R,5S)-5-((2-amino-7-(1H-pyrazol-5-yl)quinazolin-4-yl)amino)-7-oxabicyclo[2.2.1]heptan-2-ol NC1=NC2=CC(=CC=C2C(=N1)N[C@@H]1[C@H]2C[C@@H]([C@@H](C1)O2)O)C2=CC=NN2 |r|